BrC=1C=CC(=C(C1)NCCC(=O)O)OC 3-((5-bromo-2-methoxyphenyl)amino)propanoic acid